trans-4-[4-[(3-cyclobutyl)pyrazolo[1,5-a]pyrimidin-5-yl]pyrimidin-2-yl]aminomethyl-3-hydroxypiperidine-1-carboxylic acid tert-butyl ester C(C)(C)(C)OC(=O)N1C[C@H]([C@@H](CC1)CNC1=NC=CC(=N1)C1=NC=2N(C=C1)N=C(C2)C2CCC2)O